2,3,6,7-tetrachloro-quinoxaline ClC1=NC2=CC(=C(C=C2N=C1Cl)Cl)Cl